C(C)C1=CC=C(C=N1)C1=NN2C(O[C@H](CC2)C)=C1C(=O)N[C@@H]1C(NC2=C(C(=N1)C1=CC=CC=C1)C=CC=C2)=O (5S)-2-(6-Ethylpyridin-3-yl)-5-methyl-N-[(3S)-2-oxo-5-phenyl-1,3-dihydro-1,4-benzodiazepin-3-yl]-6,7-dihydro-5H-pyrazolo[5,1-b][1,3]oxazine-3-carboxamide